N-(3-Aminophenyl)sulfonyl-6-phenyl-2-(2,4,6-trimethylphenoxy)pyridin-3-carboxamid NC=1C=C(C=CC1)S(=O)(=O)NC(=O)C=1C(=NC(=CC1)C1=CC=CC=C1)OC1=C(C=C(C=C1C)C)C